The molecule is an organic sulfate that is the 3-O-sulfate derivative of trans-resveratrol. It has a role as a xenobiotic metabolite. It is a stilbenol and an organic sulfate. It derives from a trans-resveratrol. C1=CC(=CC=C1/C=C/C2=CC(=CC(=C2)OS(=O)(=O)O)O)O